OC(C)(C)C1=CC=C(C=N1)NC(=O)C1=NC(=NC(=C1)C1CCOCC1)C1=CN=CN1C N-(6-(2-hydroxypropan-2-yl)pyridin-3-yl)-2-(1-methyl-1H-imidazol-5-yl)-6-(tetrahydro-2H-pyran-4-yl)pyrimidine-4-carboxamide